1-(3',4'-dimethoxy-2-(2H-tetrazol-5-yl)-[1,1'-biphenyl]-4-yl)-3-(4-methylcyclohexyl)urea COC=1C=C(C=CC1OC)C1=C(C=C(C=C1)NC(=O)NC1CCC(CC1)C)C=1N=NNN1